1,1,3,3,5,5,7,7,9,9-decamethyl-1,9-bis[2-(3,4-epoxycyclohexyl)ethyl]pentasiloxane C[Si](O[Si](O[Si](O[Si](O[Si](CCC1CC2C(CC1)O2)(C)C)(C)C)(C)C)(C)C)(CCC2CC1C(CC2)O1)C